NC1=C(C=C(N=N1)C1=C(C=CC=C1)O)C1CN(CCC1)CC1=CC=CC=C1 2-(6-amino-5-(1-benzylpiperidin-3-yl)pyridazin-3-yl)phenol